ClC1=NC=C(C(=N1)N1CC(C1)C(=O)O)Cl 1-(2,5-dichloropyrimidin-4-yl)azetidine-3-carboxylic acid